1-(3-(4-(4,5-diaminopentyl)piperazin-1-yl)propyl)-3-hydroxypyridin-2(1H)-one NC(CCCN1CCN(CC1)CCCN1C(C(=CC=C1)O)=O)CN